COC=1C=C2CCN(CC2=CC1NC=1N=NC(=C(N1)NC1=C(C=CC=C1)C1OCCCC1)C(=O)N)C ((6-methoxy-2-methyl-1,2,3,4-tetrahydroisoquinolin-7-yl)amino)-5-((2-(tetrahydro-2H-pyran-2-yl)phenyl)amino)-1,2,4-triazine-6-carboxamide